CC(C)NC1=C(N=CC=C1)N2CCN(CC2)C(=O)C3=CC4=C(N3)C=CC(=C4)NS(=O)(=O)C.CS(=O)(=O)O The molecule is the monomethanesulfonic acid salt of delavirdine, a non-nucleoside reverse transcriptase inhibitor with activity specific for HIV-1. Viral resistance emerges rapidly when delavirdine is used alone, so it is therefore used (as the methanesulfonic acid salt) with other antiretrovirals for combination therapy of HIV infection. It has a role as an antiviral drug and a HIV-1 reverse transcriptase inhibitor. It contains a delavirdine.